BrC1=CC(=C(O[C@@H](C)C2=NN=C(N2)C)C=C1)F 3-[(1S)-1-(4-bromo-2-fluorophenoxy)ethyl]-5-methyl-4H-1,2,4-triazole